4-((4-cyanophenyl)amino)-6-acetylamino-1H-indole-2-carboxylic acid C(#N)C1=CC=C(C=C1)NC1=C2C=C(NC2=CC(=C1)NC(C)=O)C(=O)O